tert-butyl (2S,5R)-2,5-diethyl-4-(1-(p-tolyl)ethyl)piperazine-1-carboxylate C(C)[C@@H]1N(C[C@H](N(C1)C(C)C1=CC=C(C=C1)C)CC)C(=O)OC(C)(C)C